CN(C1=C(C(=NC=2N1N=CN2)C)CC2=CC(=CC=C2)[N+](=O)[O-])C N,N,5-trimethyl-6-[(3-nitrophenyl)methyl]-[1,2,4]triazolo[1,5-a]pyrimidin-7-amine